6-CARBOXYPYRIDINE-3-BORONIC ACID C(=O)(O)C1=CC=C(C=N1)B(O)O